COCCOCCOCC(=O)O 2-[2-(methoxyethoxy)ethoxy]acetic acid